siloxycyclobutene [SiH3]OC1=CCC1